S=C1NC=CC(N1)=O 2-thioxo-4-oxo-1,2,3,4-tetrahydropyrimidin